4-[1-(4-amino-2-fluoro-phenyl)-4-piperidinyl]piperidine-1-carboxylic acid tert-butyl ester C(C)(C)(C)OC(=O)N1CCC(CC1)C1CCN(CC1)C1=C(C=C(C=C1)N)F